1,3-dihydroxypropan-2-yl octanoate C(CCCCCCC)(=O)OC(CO)CO